2-(bis(3-chloro-4-fluorophenyl)methyl)-4-cyclopropyl-5-(methylsulfonyl)-1H-imidazole ClC=1C=C(C=CC1F)C(C=1NC(=C(N1)C1CC1)S(=O)(=O)C)C1=CC(=C(C=C1)F)Cl